O[C@@H]1CN(CC1)CC1=CC(=NC(=C1)C(F)(F)F)O[C@H]1CC[C@H](CC1)N1CC(C1)(N1N=CC(=C1)C=1C2=C(N=CN1)NC=C2)CC#N {1-{cis-4-{[4-{[(3S)-3-hydroxypyrrolidin-1-yl]methyl}-6-(trifluoromethyl)pyridin-2-yl]oxy}cyclohexyl}-3-[4-(7H-pyrrolo[2,3-d]pyrimidin-4-yl)-1H-pyrazol-1-yl]azetidin-3-yl}acetonitrile